4-((5-chlorothiophen-2-yl)(cyano)methylene)-N,N-diethylpiperidine-1-carboxamide ClC1=CC=C(S1)C(=C1CCN(CC1)C(=O)N(CC)CC)C#N